2-{[4-({6-[(4-chloro-2-fluorophenoxy)methyl]pyridin-2-yl}oxy)-2-fluorophenyl]methyl}-1-[(1-ethyl-1H-imidazol-5-yl)methyl]-1H-1,3-benzodiazole-6-carboxylic acid ClC1=CC(=C(OCC2=CC=CC(=N2)OC2=CC(=C(C=C2)CC2=NC3=C(N2CC2=CN=CN2CC)C=C(C=C3)C(=O)O)F)C=C1)F